3-((2-pentyloxy)benzyloxy)-N-(pyridin-3-yl)thiophene-2-carboxamide CC(CCC)OC(C1=CC=CC=C1)OC1=C(SC=C1)C(=O)NC=1C=NC=CC1